FC1=C(C=C(C(=C1)F)OCCS(=O)C)N1CCNCC1 (-)-1-(2,4-difluoro-5-(2-(methylsulfinyl)ethoxy)phenyl)piperazine